BrC=1C=CC(=NC1C)C=1N=NN(C1COC1=NOC(=N1)C1CC1)C 3-((4-(5-Bromo-6-methylpyridin-2-yl)-1-methyl-1H-1,2,3-triazol-5-yl)methoxy)-5-cyclopropyl-1,2,4-oxadiazole